2-(2,6-dioxopiperidin-3-yl)-5-(4-hydroxy-1-(2-methoxybenzyl)piperidin-4-yl)isoindoline-1,3-dione O=C1NC(CCC1N1C(C2=CC=C(C=C2C1=O)C1(CCN(CC1)CC1=C(C=CC=C1)OC)O)=O)=O